N1C=CC=2C1=NC=C(C2)C2=CC=C(C=C2)CCCNC(CC2=CC=C(C=C2)F)=O N-(3-(4-(1H-pyrrolo[2,3-b]pyridin-5-yl)phenyl)propyl)-2-(4-fluorophenyl)acetamide